BrC1=CC=C(C=C1)C=1N=C2N(C=CC=N2)C1CN1C2CN(C(C1)CC2)C(=O)[O-] 5-{[2-(4-bromophenyl)imidazo[1,2-a]pyrimidin-3-yl]methyl}-2,5-diazabicyclo[2.2.2]octane-2-carboxylate